3-[3-fluoro-4-[1-[(4-hydroxy-4-piperidyl)methyl]-4-piperidyl]anilino]piperidine-2,6-dione FC=1C=C(NC2C(NC(CC2)=O)=O)C=CC1C1CCN(CC1)CC1(CCNCC1)O